OC(C)S(=O)(=O)[O-] hydroxyethansulfonate